1-tetrahydropyran-2-yl-benzo[f]indazol-4-ol O1C(CCCC1)N1N=CC=2C(=C3C(=CC12)C=CC=C3)O